2-(4-(5-chloro-2-(4-chloro-1H-1,2,3-triazol-1-yl)phenyl)-2,5-dioxapiperazin-1-yl)-3-(4-cyanophenyl)propionic acid tert-butyl ester C(C)(C)(C)OC(C(CC1=CC=C(C=C1)C#N)N1OCN(OC1)C1=C(C=CC(=C1)Cl)N1N=NC(=C1)Cl)=O